methyl 2-((tert-butoxycarbonyl) amino)-7-((2',3'-dichloro-[1,1'-biphenyl]-2-yl) oxy)-1,2,3,4-tetrahydronaphthalene-2-carboxylate C(C)(C)(C)OC(=O)NC1(CC2=CC(=CC=C2CC1)OC1=C(C=CC=C1)C1=C(C(=CC=C1)Cl)Cl)C(=O)OC